C(C)(C)(C)OC(=O)N(C=1C=CC(N(C1)CC(=O)OCC)=O)CCOCCOCCOCCOCCN1C(C2=CC=CC=C2C1=O)=O Ethyl 2-(5-((tert-butoxycarbonyl)(14-(1,3-dioxoisoindolin-2-yl)-3,6,9,12-tetraoxatetradecyl)amino)-2-oxopyridin-1(2H)-yl)acetate